NC=1C=CC(=C2CN(C(C12)=O)CC(C(=O)N)=C)C=1C=C2C(=NNC2=CC1)C=1C=NN(C1)C 2-({7-amino-4-[3-(1-methyl-1H-pyrazol-4-yl)-1H-indazol-5-yl]-1-oxo-2,3-dihydro-1H-isoindol-2-yl}methyl)prop-2-enamide